Tert-butyl (1-(4-(4-chloro-2-oxopyridin-1(2H)-yl)phenyl)-5-(trifluoromethyl)-1H-pyrazol-4-yl)carbamate ClC1=CC(N(C=C1)C1=CC=C(C=C1)N1N=CC(=C1C(F)(F)F)NC(OC(C)(C)C)=O)=O